6-(4-methoxy-3-hydroxyphenyl)-1-(3,5-dimethoxyphenyl)-1H-benzo[d][1,2,3]triazole COC1=C(C=C(C=C1)C=1C=CC2=C(N(N=N2)C2=CC(=CC(=C2)OC)OC)C1)O